2-methyl-N-(cis-3-(methylcarbamoyl)cyclobutyl)benzamide CC1=C(C(=O)N[C@@H]2C[C@@H](C2)C(NC)=O)C=CC=C1